tert-butyl (R)-3-(2,3-dichloro-6-fluorophenyl)-3-((4-methyl-3-oxo-3,4-dihydroquinoxalin-6-yl)amino)pyrrolidine-1-carboxylate ClC1=C(C(=CC=C1Cl)F)[C@]1(CN(CC1)C(=O)OC(C)(C)C)NC=1C=C2N(C(C=NC2=CC1)=O)C